CNC(C1=NC=C(C=C1)N1CCN(CC1)CC1=CC(=NC=C1)NS(NCC(F)(F)F)(=O)=O)=O N-methyl-5-(4-((2-((N-(2,2,2-trifluoroethyl)sulfamoyl)amino)pyridin-4-yl)methyl)piperazin-1-yl)picolinamide